(R)-4-((benzyloxy)methyl)-5-oxo-oxazolidine-3-carboxylic acid tert-butyl ester C(C)(C)(C)OC(=O)N1COC([C@H]1COCC1=CC=CC=C1)=O